FC1=C(C=CC=C1)[C@@H]1COC2=CC(=CC=C2[C@@H]1C1=CC=C(C=C1)N1CCC(CC1)C=O)O 1-(4-(cis-3-(2-fluorophenyl)-7-hydroxychroman-4-yl)phenyl)piperidine-4-carbaldehyde